C(C=C)N1S(CC(C2=C1C=C(C=C2)Br)=O)(=O)=O 1-allyl-7-bromo-1H-2,1-benzothiazin-4(3H)-one 2,2-dioxide